ethyl (1R,5R)-3-(5-((2,6-dichlorophenyl)ethynyl)-2,3-dihydro-1H-inden-1-yl)-3-azabicyclo[3.1.0]hexane-1-carboxylate ClC1=C(C(=CC=C1)Cl)C#CC=1C=C2CCC(C2=CC1)N1C[C@]2(C[C@H]2C1)C(=O)OCC